OC=1C(=CC=C(C1)C=O)C=O 5-hydroxybenzene-1,4-dicarboxaldehyde